2-(difluoromethyl)-5-(5-fluoro-6-((4-(3-(4-methylpiperazin-1-yl)phenyl)-1H-1,2,3-triazol-1-yl)methyl)pyridin-3-yl)-1,3,4-oxadiazole FC(C=1OC(=NN1)C=1C=NC(=C(C1)F)CN1N=NC(=C1)C1=CC(=CC=C1)N1CCN(CC1)C)F